FC1(CN(CC1)C1=NC(=NC=2N3CCOC(C3=NC12)(C)C)C=1C=C(C(=NC1)N)OCC)F 5-[1-(3,3-Difluoro-pyrrolidin-1-yl)-8,8-dimethyl-5,6-dihydro-8H-7-oxa-2,4,4b,9-tetraaza-fluoren-3-yl]-3-ethoxy-pyridin-2-ylamine